C(C)(C)(C)OC(=O)N1CCC(CC1)NC1=NC(=CC2=C1N=CN2C(C)C)C 4-((1-isopropyl-6-methyl-1H-imidazo[4,5-c]pyridin-4-yl)amino)piperidine-1-carboxylic acid tert-butyl ester